C(CCC)NCCNCCCC N,N'-dibutyl-ethylenediamine